5-(2,4-dimethylphenyl)-1,3,3,7-tetramethyloctahydrobenzo[c]isoxazole CC1=C(C=CC(=C1)C)C1CC2C(N(OC2(C)C)C)C(C1)C